1,3-diaminocyclopentane NC1CC(CC1)N